4-bromo-β,β,3-trifluoro-benzenepropanoic acid BrC1=C(C=C(C=C1)C(CC(=O)O)(F)F)F